C(CN([C@@H](CC(=O)O)C(=O)O)CC(=O)[O-])(=O)[O-].[Na+].[Na+] Sodium aspartic acid diacetate